2,4-dichloro-6-(pyridin-4-yl)furo[3,2-d]pyrimidine ClC=1N=C(C2=C(N1)C=C(O2)C2=CC=NC=C2)Cl